4-(cyclopropoxy)cyclohexanone C1(CC1)OC1CCC(CC1)=O